C1(=CC=CC=C1)COC(CCCCCC[C@@H]1[C@H]([C@@H](CC1=O)OC1OCCC1)CCC(C(CCCC)(F)F)O[Si](C)(C)C)=O 7-[(1R,2R,3R)-2-(4,4-difluoro-3-trimethylsiloxyoctyl)-5-keto-3-(tetrahydrofuran-2-yloxy)cyclopentyl]heptanoic acid phenylmethyl ester